O=C1N(C(CC1)=O)OC(=O)C1OC=CC=C1N=[N+]=[N-] azidopyranoic acid-2,5-dioxopyrrolidin-1-yl ester